(1,5-cyclooctadiene) iridium [Ir].C1=CCCC=CCC1